(7R,14R)-1-(difluoromethoxy)-6-(methyl-d3)-11-(trifluoromethoxy)-6,7-dihydro-7,14-methanobenzo[f]benzo[4,5]imidazo[1,2-a][1,4]diazocin-5(14H)-one FC(OC1=CC=CC=2C(N([C@H]3C=4N([C@@H](C21)C3)C3=C(N4)C=CC(=C3)OC(F)(F)F)C([2H])([2H])[2H])=O)F